(2r,3s,4r,5s)-hexane-1,2,3,4,5,6-hexaol C([C@H]([C@@H]([C@@H]([C@H](CO)O)O)O)O)O